(R)-5,5-difluoro-1-((R)-2-((1-oxo-4-(o-tolyl)-1,2-dihydroisoquinolin-7-yl)oxy)propanoyl)piperidine-3-carboxamide FC1(C[C@H](CN(C1)C([C@@H](C)OC1=CC=C2C(=CNC(C2=C1)=O)C1=C(C=CC=C1)C)=O)C(=O)N)F